N1(CCC1)C1=C(C=C(C=C1F)C1=NNC2=CC(=C(C=C12)O[C@H](C)C1=C(C=NC=C1Cl)Cl)OC)F (R)-3-(4-(azetidin-1-yl)-3,5-difluorophenyl)-5-(1-(3,5-dichloropyridin-4-yl)ethoxy)-6-methoxy-1H-indazole